S(=O)=NC1=C(C(=O)N)C=CC=C1 SULFINYLAMINOBENZAMIDE